trans-3-(4-bromo-1H-pyrazol-1-yl)-1-(oxetan-3-yl)piperidin-4-ol BrC=1C=NN(C1)[C@@H]1CN(CC[C@H]1O)C1COC1